C(C)SC1=NC(N(C(N1CC1=C(C=C(C(=C1)F)F)F)=O)CC1=NN(C=N1)C)=O 6-(ethylsulfanyl)-3-((1-methyl-1H-1,2,4-triazol-3-yl)methyl)-1-(2,4,5-trifluorobenzyl)-1,3,5-triazine-2,4(1H,3H)-dione